2-bromo-1-(S)-ethanol BrCCO